N[C@@H](CN1C=2C(OC(C1)(F)F)=C(SC2C(=O)OC)Br)C methyl 4-[(2R)-2-aminopropyl]-7-bromo-2,2-difluoro-3H-thieno[3,4-b][1,4]oxazine-5-carboxylate